NC1=NC=2C=CC(=CC2C2=C1C=NN2C)C(=O)N(N(C)C(=O)C2CCC2)CC2=NC=C(C=C2)C(F)(F)F 4-amino-N'-(cyclobutanecarbonyl)-N',1-dimethyl-N-[[5-(trifluoromethyl)-2-pyridyl]methyl]pyrazolo[4,3-c]quinoline-8-carbohydrazide